N-(tert-butoxycarbonyl)-O-(tert-butyldimethylsilyl)serine C(C)(C)(C)OC(=O)N[C@@H](CO[Si](C)(C)C(C)(C)C)C(=O)O